N-ethyl-N'-(4-piperidinyl)oxamide C(C)NC(=O)C(=O)NC1CCNCC1